O1C(CCCC1)OC1=CC=C(C=C1)C1=CC(=CC=C1)CCCCC 5-(4'-((tetrahydro-2H-pyran-2-yl)oxy)-[1,1'-biphenyl]-3-yl)pentan